3-fluoro-5-(hydroxymethyl)-4-piperidinol FC1CNCC(C1O)CO